CC(CC[C@@H](C(=O)O)NCC=1C=C2CCC(N(C2=CC1)C)=O)(C)C (2S)-5,5-dimethyl-2-{[(1-methyl-2-oxo-1,2,3,4-tetrahydroquinolin-6-yl)methyl]amino}hexanoic acid